2,5-di(isocyanatomethyl)-bicyclo(2.2.1)heptane N(=C=O)CC1C2CC(C(C1)C2)CN=C=O